C1[C@@H](NC(=O)O1)CC2=CC=C(C=C2)N (S)-4-(4-aminobenzyl)-2(1H)-oxazolidinone